C1(CC1)C1=CC2=C(C3(C(O2)(C2=C(C=CC=C2C3=O)[N+](=O)[O-])O)NC(C)=O)C=C1 N-(7-cyclopropyl-4b-hydroxy-4-nitro-10-oxo-4b,10-dihydro-9bH-indeno[1,2-b]benzofuran-9b-yl)acetamide